[Cr](=O)(=O)(O)O[Cr](=O)(=O)O dichromic acid